C(CCCCCCCCCCCCCCC)N1CC=CC=C1 1-hexadecylpyridin